(1s,4s)-4-((tert-Butoxycarbonyl)amino)cyclohexyl methanesulfonate CS(=O)(=O)OC1CCC(CC1)NC(=O)OC(C)(C)C